trimethylcyclohexyl-phosphonium hydroxide [OH-].C[P+](C1CCCCC1)(C)C